(6-cyclopropyl-8-(4-cyclopropylpiperazin-1-yl)imidazo[1,2-a]pyridin-2-yl)methanamine C1(CC1)C=1C=C(C=2N(C1)C=C(N2)CN)N2CCN(CC2)C2CC2